BrC1=C(C(=C(N)C(=C1)F)C)F 4-bromo-3,6-difluoro-2-methylaniline